NC(COCCC(=O)OC(C)(C)C)(COCCC(=O)OC(C)(C)C)COCCC(=O)OC(C)(C)C di-tert-butyl 3,3'-((2-amino-2-((3-(tert-butoxy)-3-oxopropoxy)methyl)propane-1,3-diyl)bis(oxy))dipropionate